ClC=1C=C(C=CC1C(NCC1CCNCC1)=O)NC(=O)C=1N(C(=CN1)C1=C(C(=C(C=C1)OC)F)F)C N-[3-chloro-4-(4-piperidylmethyl-carbamoyl)phenyl]-5-(2,3-difluoro-4-methoxy-phenyl)-1-methyl-imidazole-2-carboxamide